NCC(CNCC1(CN(C1)C(=O)C1=C(C(=C(C=C1)F)F)NC1=C(C=C(C=C1)I)F)O)O 3-{[(3-amino-2-hydroxypropyl)amino]methyl}-1-({3,4-difluoro-2-[(2-fluoro-4-iodophenyl)amino]phenyl}carbonyl)azetidin-3-ol